(6-(1-aminoethyl)spiro[3.3]hept-2-yl)-3-(4-chlorobenzyl)urea NC(C)C1CC2(CC(C2)NC(=O)NCC2=CC=C(C=C2)Cl)C1